(E)-3-nonene CC\C=C\CCCCC